Trimethyl-[2-[4-(oxetan-2-yloxy)phenyl]ethynyl]silane C[Si](C#CC1=CC=C(C=C1)OC1OCC1)(C)C